C1(CCCCC1)C(C)OC([C@@H](NC(=O)C1=NC=CC(=C1O)OC)C)=O [(3-hydroxy-4-methoxy-2-pyridinyl)carbonyl]-L-alanine 1-cyclohexylethyl ester